FC1=CC=C(C=C1)C1=NC=C(C#N)C=C1 6-(4-fluorophenyl)nicotinonitrile